3,4'-bis(3-carboxyphenoxy)-m-terphenyl C(=O)(O)C=1C=C(OC=2C=C(C=CC2)C2=CC(=C(C=C2)OC2=CC(=CC=C2)C(=O)O)C2=CC=CC=C2)C=CC1